O=C(C)NCCOCCOCCOCCOCCOCCOCCOCCOCCOCCOCCOCCOCCOCCOCCOCCOCCOCCOCCOCCOCCOCCOCCOCCOCCC(=O)O 2-oxo-6,9,12,15,18,21,24,27,30,33,36,39,42,45,48,51,54,57,60,63,66,69,72,75-tetracosaoxa-3-azaoctaheptacontan-78-oic acid